C(CCC)N=C=NCC butyl-N'-ethylcarbodiimide